5-chloro-2-[2-[2-(1,1,2,2,2-pentadeuterioethoxy)phenyl]-7-[[(2R)-pyrrolidin-2-yl]methyl]spiro[6,8-dihydro-1,7-naphthyridine-5,4'-piperidine]-1'-yl]benzonitrile formate salt C(=O)O.ClC=1C=CC(=C(C#N)C1)N1CCC2(CC1)C=1C=CC(=NC1CN(C2)C[C@@H]2NCCC2)C2=C(C=CC=C2)OC(C([2H])([2H])[2H])([2H])[2H]